CN1N=CC(=C1)[C@@H]1OCCCC1 (2R,4S)-2-(1-methyl-1H-pyrazol-4-yl)tetrahydro-2H-pyran